ClC=1C=C(C=C(C1OCCCl)Cl)C(C)(C)C1=CC=C(C=C1)NC(=O)C=1N=C(OC1)NS(=O)(=O)C N-[4-[1-[3,5-dichloro-4-(2-chloroethoxy)phenyl]-1-methyl-ethyl]phenyl]-2-(methanesulfonylamino)oxazole-4-carboxamide